ClC=1C=CC(=C(C1)C1=CC(=C(N=N1)C)NC1=CC(=NC=C1)NC(=O)C=1C=NN(C1)CCNC)F N-(4-{[6-(5-Chloro-2-Fluorophenyl)-3-Methylpyridazin-4-yl]Amino}Pyridin-2-yl)-1-[2-(Methylamino)Ethyl]-1h-Pyrazol-4-Carboxamid